C(C)N1N=CC(=C1)OC1=C(C=C(COC=2C=C3N(C(N2)=O)CC2N3CCC2)C=C1F)F 3-((4-((1-Ethyl-1H-pyrazol-4-yl)oxy)-3,5-difluorobenzyl)oxy)-7,8,8a,9-tetrahydropyrrolo[1',2':3,4]imidazo[1,2-c]pyrimidin-1(6H)-one